C1(=CC=CC2=CC=CC=C12)CN1CC=CC2=CC(=CC=C12)OC N-(1-naphthylmethyl)-6-methoxyquinoline